CNC1CCN(C1)C N,1-dimethylpyrrolidin-3-amine